Isoindole-4-carboxylic acid C=1NC=C2C(=CC=CC12)C(=O)O